ClC=1C=C(C=CC1)C(C(OC(=O)N[C@H](C(=O)OC)CC1(CC1)C)C1=CC=CC=C1)(F)F methyl (2S)-2-(((2-(3-chlorophenyl)-2,2-difluoro-1-phenylethoxy)carbonyl)amino)-3-(1-methylcyclopropyl)propanoate